CC1=C(C(=O)NC2(CC2)C2=CC(=NC3=CC=CC=C23)C=2C=NN(C2)C)C=CC(=C1)CC(NC=1N=CSC1)=O 2-methyl-N-(1-(2-(1-methyl-1H-pyrazol-4-yl)quinolin-4-yl)cyclopropyl)-4-(2-oxo-2-(thiazol-4-ylamino)ethyl)benzamide